2,3,6-trimethyl-benzoyl-phosphonic acid ethyl ester C(C)OP(O)(=O)C(C1=C(C(=CC=C1C)C)C)=O